C(C)(C)(C)OC(=O)NCC1=CC=C(C=C1)NC(=O)C1=CC2=C(OCCC3=C2SC=C3)C=C1C=1C(=NC(=CC1)C(NC(C)(CCO)C)=O)C(=O)OC methyl 3-(9-((4-(((tert-butoxycarbonyl)amino)methyl)phenyl)carbamoyl)-4,5-dihydrobenzo[b]thieno[2,3-d]oxepin-8-yl)-6-((4-hydroxy-2-methylbutan-2-yl)carbamoyl)picolinate